tert-butyl-6-(4-(2,6-bis(benzyloxy)pyridin-3-yl)-3,5-difluorophenyl)-2,6-diazaspiro[3.3]heptane C(C)(C)(C)C1NCC12CN(C2)C2=CC(=C(C(=C2)F)C=2C(=NC(=CC2)OCC2=CC=CC=C2)OCC2=CC=CC=C2)F